(3S*,3aS*,6R*,7R*,7aS*)-N-benzyl-1-isobutyl-7-isopentyl-5-oxooctahydro-3aH-3,6-methanopyrrolo[3,2-b]pyridine-3a-carboxamide C(C1=CC=CC=C1)NC(=O)[C@@]12NC([C@H]3[C@H]([C@@H]1N(C[C@@H]2C3)CC(C)C)CCC(C)C)=O |o1:10,13,14,15,18|